6-(5-(4-chloro-3-fluorophenyl)-3-(ethylsulfonyl)pyridin-2-yl)-1-methyl-3-(trifluoromethyl)-1,6-dihydro-7H-pyrazolo[3,4-d]pyridazin-7-one ClC1=C(C=C(C=C1)C=1C=C(C(=NC1)N1N=CC2=C(C1=O)N(N=C2C(F)(F)F)C)S(=O)(=O)CC)F